METHYL HEXYL ETHER C(CCCCC)OC